CN1N=CC2=CC(=CC(=C12)OC1=CC=C(C=C1)OCCCN1C(COCC1)CCC)C(=O)OC methyl 1-methyl-7-[4-[3-(3-propylmorpholin-4-yl)propoxy]phenoxy]indazole-5-carboxylate